C(C)(C)(C)OC(=O)N1C(C2=C(C=CC(=C2C1)Br)OCC1CCN(CC1)S(=O)(=O)C)=O 4-bromo-7-((1-(methylsulfonyl)piperidin-4-yl)methoxy)-1-oxoisoindoline-2-carboxylic acid tert-butyl ester